N-((1-ethyl-1,2,3,4-tetrahydroquinolin-6-yl)methyl)-4-nitrobenzenesulfonamide C(C)N1CCCC2=CC(=CC=C12)CNS(=O)(=O)C1=CC=C(C=C1)[N+](=O)[O-]